(S)-3-[2-[(E)-6-[3-(benzenesulfonamido)phenyl]-4-hydroxyhex-5-enyl]phenyl]propanoic acid C1(=CC=CC=C1)S(=O)(=O)NC=1C=C(C=CC1)/C=C/[C@H](CCCC1=C(C=CC=C1)CCC(=O)O)O